C(CCCCCC#C)OC1=CC=C(C=C1)O 4-(oct-7-yn-1-yloxy)phenol